ammonium dodecylalcohol C(CCCCCCCCCCC)O.[NH4+]